C(C)C1=CC2=C(C(C=3NC4=CC(=CC=C4C3C2=O)C#N)(C)C)C=C1N1CCC(CC1)(N1CCOCC1)CC 9-Ethyl-8-(4-ethyl-4-morpholine-4-yl-piperidine-1-yl)-6,6-dimethyl-11-oxo-6,11-dihydro-5H-benzo[b]carbazole-3-carbonitrile